6-hydroxy-4-methyl-7-oxo-1,6-diazabicyclo[3.2.1]oct-3-ene-2-carboxamide ON1C2C(=CC(N(C1=O)C2)C(=O)N)C